BrC1=CN=CC(=N1)C=1C=CC(N(C1)C(C)C)=O 5-(6-bromopyrazin-2-yl)-1-isopropylpyridin-2(1H)-one